2-[6-chloro-7-[rel-(2S)-2-methyl-2,3,4,7-tetrahydro-1H-azepin-5-yl]-1,3-benzodioxol-5-yl]-N4,6-dimethyl-pyrimidine-2,4-diamine ClC=1C(=CC2=C(OCO2)C1C=1CC[C@@H](NCC1)C)C1(NC(=CC(=N1)NC)C)N |o1:13|